(S)-5-fluoro-3-((R)-5-isopropyl-3-(isoquinolin-1-yl)-4,5-dihydroisoOxazole-5-carboxamido)-4-oxopentanoic acid allyl ester C(C=C)OC(C[C@@H](C(CF)=O)NC(=O)[C@@]1(CC(=NO1)C1=NC=CC2=CC=CC=C12)C(C)C)=O